tert-Butyl (S)-((8-(3-bromo-2-chlorophenyl)-4-oxo-4H-pyrido[1,2-a]-pyrimidin-3-yl)-methyl)-((5-oxopyrrolidin-2-yl)-methyl)-carbamate BrC=1C(=C(C=CC1)C1=CC=2N(C(C(=CN2)CN(C(OC(C)(C)C)=O)C[C@H]2NC(CC2)=O)=O)C=C1)Cl